COC(C1=C(C(=CC=C1F)N(S(=O)(=O)CCCF)S(=O)(=O)CCCF)F)=O.NCCNCCC[Si](OC)(OC)OC N-(aminoethyl)-aminopropyl-Trimethoxysilane methyl-2,6-difluoro-3-(N-(3-fluoropropylsulfonyl)-3-fluoropropylsulfonamido)benzoate